tert-butyl 2-amino-8,8-difluoro-7,8-dihydropyrido[4,3-d]pyrimidine-6(5H)-carboxylate NC=1N=CC2=C(N1)C(CN(C2)C(=O)OC(C)(C)C)(F)F